diphenyl-dipropyl-ammonium bromide [Br-].C1(=CC=CC=C1)[N+](CCC)(CCC)C1=CC=CC=C1